COC=1C=C(CN(C=2OC=C(N2)COCCOCC2=CC(=CC=C2)OC)CC2=CC=C(C=C2)N2CCCC2)C=CC1 N-(3-methoxybenzyl)-4-((2-(3-methoxybenzyloxy)ethoxy)methyl)-N-(4-(pyrrolidin-1-yl)benzyl)oxazol-2-amine